5-bromo-4-(cyclopropylamino)-1-(2-(4-fluorophenyl)-5-phenyloxazol-4-yl)pyrimidin-2(1H)-one BrC=1C(=NC(N(C1)C=1N=C(OC1C1=CC=CC=C1)C1=CC=C(C=C1)F)=O)NC1CC1